N-((2-(6-hydroxypyridin-3-yl)thiazol-5-yl)methyl)-11-oxo-10,11-dihydrodibenzo[b,f][1,4]thiazepine-8-carboxamide 5,5-dioxide OC1=CC=C(C=N1)C=1SC(=CN1)CNC(=O)C1=CC2=C(S(C3=C(C(N2)=O)C=CC=C3)(=O)=O)C=C1